C1(CCC1)CC=1N=CC2=C(N1)NC=C2C=2C=CC=1N(N2)C=C(N1)C 2-(cyclobutylmethyl)-5-(2-methylimidazo[1,2-b]pyridazin-6-yl)-7H-pyrrolo[2,3-d]pyrimidine